2-(4-allylpiperidin-1-yl)-4-bromobenzoic acid C(C=C)C1CCN(CC1)C1=C(C(=O)O)C=CC(=C1)Br